BrC1=C2CN(C(C2=CC=C1)=O)C1CCN(CC1)C(=O)OC(C)(C)C tert-Butyl 4-(4-bromo-1-oxoisoindolin-2-yl)piperidine-1-carboxylate